BrC1=CC(=C(C(=O)NC2=NC(=CC=C2)N2CCC(CC2)(F)F)C=C1)N1CCC2(CC2)CC1 4-Bromo-N-(6-(4,4-difluoropiperidin-1-yl)pyridin-2-yl)-2-(6-azaspiro[2.5]octan-6-yl)benzamide